tert-butyl (4-(6,7-dichloro-10-(1H-pyrazol-4-yl)-1,2,3,4-tetrahydropyrazino[1,2-a]indole-2-carbonyl)tetrahydro-2H-pyran-4-yl)carbamate ClC1=C(C=CC=2C(=C3N(C12)CCN(C3)C(=O)C3(CCOCC3)NC(OC(C)(C)C)=O)C=3C=NNC3)Cl